FC=1N=C(SC1CN1[C@H](C[C@H](C1)OC=1C2=C(N=CN1)OC=C2)C)NC(C)=O N-(4-fluoro-5-(((2S,4R)-4-(furo[2,3-d]pyrimidin-4-yloxy)-2-methylpyrrolidin-1-yl)methyl)thiazol-2-yl)acetamide